2-(3-((tert-Butyldimethylsilyl)oxy)propyl)propane-1,3-diol [Si](C)(C)(C(C)(C)C)OCCCC(CO)CO